(4-aminophenyl)-4-(4-methoxyphenyl)piperazine NC1=CC=C(C=C1)N1CCN(CC1)C1=CC=C(C=C1)OC